6-methyl-N-(4-methyl-1,3-thiazol-2-yl)-4-[(1-methylcyclopropyl)amino]furo[2,3-d]pyrimidine-5-carboxamide CC1=C(C2=C(N=CN=C2NC2(CC2)C)O1)C(=O)NC=1SC=C(N1)C